COC1=C2C(=C(C=C1)O)OC3=C4[C@@H]5CCO[C@@H]5OC4=CC(=C3C2=O)OC The molecule is a sterigmatocystin that is the 11-hydroxy-8-O-methyl derivative of dihydrosterigmatocystin. It has a role as a metabolite. It is a member of sterigmatocystins and a cyclic acetal. It derives from a dihydrosterigmatocystin.